NCCCCOC=1C=C2C(=CC=NC2=CC1)C(=O)NCC(=O)N1C(CC(C1)(F)F)C#N 6-(4-aminobutoxy)-N-(2-(2-cyano-4,4-difluoropyrrolidin-1-yl)-2-oxoethyl)-quinoline-4-carboxamide